((1S,3S)-4-aminocyclohexyl)carbamate NC1CCC(CC1)NC([O-])=O